(1R,4aR,4bR,10aR)-N-(6-((4-chlorophenyl)amino)pyrimidin-4-yl)-7-isopropyl-1,4a-dimethyl-1,2,3,4,4a,4b,5,6,10,10a-decahydrophenanthrene-1-carboxamide ClC1=CC=C(C=C1)NC1=CC(=NC=N1)NC(=O)[C@@]1(CCC[C@@]2([C@H]3CCC(=CC3=CC[C@@H]12)C(C)C)C)C